4-Amino-N-(2,3-dihydro-1H-inden-2-yl)-6-((3-fluoro-5-methoxyphenyl)amino)-picolinamide NC1=CC(=NC(=C1)NC1=CC(=CC(=C1)OC)F)C(=O)NC1CC2=CC=CC=C2C1